Cl.COC=1C(=C(C=CC1)[C@H]1NCC=2N=CN=CC21)C (5R)-5-(3-methoxy-2-methyl-phenyl)-6,7-dihydro-5H-pyrrolo[3,4-d]pyrimidine hydrochloride